[O-]CC.[O-]CC.[Ti+2] titanium diethoxide